OC1=C(C=C(C=C1)/C=C/C(=O)C1=CC=C(OCC(=O)O)C=C1)OC 2-[4-[(E)-3-(4-hydroxy-3-methoxyphenyl)prop-2-enoyl]phenoxy]acetic acid